3-azaspiro[5.5]undecane-carboxylic acid C1(CNCCC12CCCCC2)C(=O)O